NC=1SC2=C(N1)C(=C(C(=C2)NC(C2=C(C=C(C=C2)NS(=O)(=O)[C@H](CO)C)N2CCC1(CC1)CC2)=O)F)N2CCC(CC2)(F)F N-[2-amino-4-(4,4-difluoropiperidin-1-yl)-5-fluoro-1,3-benzothiazol-6-yl]-2-{6-azaspiro[2.5]octan-6-yl}-4-[(2S)-1-hydroxypropane-2-sulfonamido]benzamide